tert-butyl 3,3-difluoro-4-(2-methyl-5-((4-methylthiazol-5-yl)methoxy)benzofuran-3-carboxamido)piperidine-1-carboxylate FC1(CN(CCC1NC(=O)C1=C(OC2=C1C=C(C=C2)OCC2=C(N=CS2)C)C)C(=O)OC(C)(C)C)F